(2,2-dinitropropyl)-4-fluoro-3-nitrobenzoate [N+](=O)([O-])C(COC(C1=CC(=C(C=C1)F)[N+](=O)[O-])=O)(C)[N+](=O)[O-]